CN([C@@H](CCCNC(N)=N)C(=O)O)C DIMETHYLARGININ